N-(3'-(Methyl(8-(prop-1-yn-1-yl)-[1,2,4]triazolo[4,3-a]quinazolin-5-yl)amino)-[1,1'-biphenyl]-4-yl)acetamide CN(C=1C=C(C=CC1)C1=CC=C(C=C1)NC(C)=O)C1=NC=2N(C3=CC(=CC=C13)C#CC)C=NN2